N-(2-amino-5-(cyclopropylmethoxy)phenyl)-N-methylmethanesulfonamide NC1=C(C=C(C=C1)OCC1CC1)N(S(=O)(=O)C)C